1-((1-methoxyprop-2-yl)oxy)-propan-2-amine COCC(C)OCC(C)N